BrC1=CC=C(C=C1)CC(=O)OC[C@]1(O[C@H](C[C@@H]1O)N1C=CC2=C1N=C(N=C2N)Cl)C#C ((2R,3S,5R)-5-(4-amino-2-chloro-7H-pyrrolo[2,3-d]pyrimidin-7-yl)-2-ethynyl-3-hydroxytetrahydrofuran-2-yl)methyl 2-(4-bromophenyl)acetate